S[C@@H](C(=O)O)C (R)-2-mercaptopropionic acid